OC=C1CC=2N(CCC1)N=C1C2C(N(CC1)C(=O)OC(C)(C)C)=O tert-butyl 10-(hydroxymethylene)-l-1-oxo-3,4,8,9,10,11-hexahydro-1H-pyrido[4',3':3,4]pyrazolo[1,5-a]azepine-2(7H)-carboxylate